N-(1-(5-amino-3-(difluoromethyl)-2-fluorophenyl)ethyl)-6-methoxy-2-methyl-7-(morpholinomethyl)quinazolin-4-amine NC=1C=C(C(=C(C1)C(C)NC1=NC(=NC2=CC(=C(C=C12)OC)CN1CCOCC1)C)F)C(F)F